ClC1=CC=C(C=C1)C1=CC(=C(C(=C1)C(=O)N)NCCC1=CC=CC=C1)C1=CC=C(C=C1)S(N)(=O)=O 4-chloro-4'-(phenethylamino)-4''-sulfamoyl-[1,1':3',1''-terphenyl]-5'-carboxamide